CCCCOCCOCCOCCCCCC 5,8,11-trioxaheptadecane